C(#N)C1=C(C=CC=C1)SC=1C=2N(C=C(C1)C=1C=NN(C1)CCN(C)C)N=CC2 4-((2-cyanophenyl)thio)-6-(1-(2-(dimethylamino)ethyl)-1H-pyrazol-4-yl)pyrazolo[1,5-a]pyridine